5-chloro-6-fluoro-3-(2-trimethylsilylethynyl)pyridin-2-amine ClC=1C=C(C(=NC1F)N)C#C[Si](C)(C)C